N[C@H]1CN(CCC1)C(=O)OC(C)(C)C Tert-butyl (3R)-3-aminopiperidine-1-carboxylate